(methoxymethyl)phosphine dichloride [Cl-].[Cl-].COCP